O1CC(C1)C1=CC=C(C=C1)C(C)O 1-(4-(oxetan-3-yl)phenyl)ethan-1-ol